(S)-1-([1,1'-biphenyl]-4-yl)-2,2-diethoxyethan-1-amine C1(=CC=C(C=C1)[C@@H](C(OCC)OCC)N)C1=CC=CC=C1